1-(3-nitrophenyl)propan-1-amine [N+](=O)([O-])C=1C=C(C=CC1)C(CC)N